3-Amino-N-((S)-1-hydroxypropan-2-yl)-6-(2-(methyl-d3)-5-((S)-1,1,1-trifluoro-2,3-dihydroxypropan-2-yl)phenyl)pyrazine-2-carboxamide, trifluoroacetate salt FC(C(=O)O)(F)F.NC=1C(=NC(=CN1)C1=C(C=CC(=C1)[C@@](C(F)(F)F)(CO)O)C([2H])([2H])[2H])C(=O)N[C@H](CO)C